C(CCCCCCCCCCCCCCC(C)C)(=O)O[C@@H]1CC2=CC[C@H]3[C@@H]4CC[C@H]([C@@H](CCCC(C)C)C)[C@]4(CC[C@@H]3[C@]2(CC1)C)C Cholesterol isostearate